1-(4-chlorobutyl)-3,5-diphenylbenzene ClCCCCC1=CC(=CC(=C1)C1=CC=CC=C1)C1=CC=CC=C1